COC1=C(C=CC=C1)C1=CC(=NC=C1C(=O)NC=1SC2=C(N1)CN(C2)C(=O)C2CCOCC2)C 4-(2-methoxyphenyl)-6-methyl-N-(5-(tetrahydro-2H-pyran-4-carbonyl)-5,6-dihydro-4H-pyrrolo[3,4-d]thiazol-2-yl)nicotinamide